4-chloro-2-(pyridin-3-ylamino)benzoic acid ClC1=CC(=C(C(=O)O)C=C1)NC=1C=NC=CC1